C1=CC=C2C(=C1)C(=CN2)CCCC(=O)O indolebutyric acid